CNC(C(C)NC(C=CC1=CC=CC=C1)=O)=O N-(1-(methylamino)-1-oxopropan-2-yl)cinnamamide